dihydroxyboron O[B]O